(methoxymethyl)-1-[(3-methyl-1,2,4,5-tetrahydro-3-benzazepin-7-yl)methyl]pyrazole-4-carboxamide COCC1=NN(C=C1C(=O)N)CC1=CC2=C(CCN(CC2)C)C=C1